dimethyl-(p-isopropoxycarbonylphenyl)sulfoxonium C[S+](=O)(C1=CC=C(C=C1)C(=O)OC(C)C)C